cis-13-Docosenamide C(CCCCCCCCCCC\C=C/CCCCCCCC)(=O)N